(Z)-3-(4-bromo-1-methyl-1H-pyrazol-5-yl)-2-(pyridin-2-yl)acrylonitrile BrC=1C=NN(C1\C=C(/C#N)\C1=NC=CC=C1)C